2-(4-(4-(2-(3-(3-amino-6-(2-hydroxyphenyl)pyridazin-4-yl)-3,8-diazabicyclo[3.2.1]octan-8-yl)pyrimidin-5-yl)cyclohexyl)piperazin-1-yl)acetic acid NC=1N=NC(=CC1N1CC2CCC(C1)N2C2=NC=C(C=N2)C2CCC(CC2)N2CCN(CC2)CC(=O)O)C2=C(C=CC=C2)O